NC1=C(O)C=C(C(=C1)O)N 2,5-diaminohydroquinone